tert-butyl ((3S,5S)-5-(((tert-butyldimethylsilyl)oxy)methyl)-1-(5-(2-chloropyrimidine-4-carboxamido)-7-fluoro-1-(2-methoxyethyl)-1H-indazol-4-yl)pyrrolidin-3-yl)carbamate [Si](C)(C)(C(C)(C)C)OC[C@@H]1C[C@@H](CN1C1=C2C=NN(C2=C(C=C1NC(=O)C1=NC(=NC=C1)Cl)F)CCOC)NC(OC(C)(C)C)=O